iron n-decanol C(CCCCCCCCC)O.[Fe]